(S)-2-amino-N-(2-(1-(4-((6-amino-2-butoxy-8-oxo-7,8-dihydro-9H-purin-9-yl)methyl)benzyl)piperidin-4-yl)ethyl)-3-(4-((aminooxy)methyl)-1H-1,2,3-triazol-1-yl)propanamide N[C@H](C(=O)NCCC1CCN(CC1)CC1=CC=C(C=C1)CN1C2=NC(=NC(=C2NC1=O)N)OCCCC)CN1N=NC(=C1)CON